Cl.Cl.Cl.O=CCCCC(=O)O 5-oxopentanoic acid trihydrochloride